2-((((7-methoxy-3-(5-methylisoxazol-3-yl)-[1,2,4]triazolo[4,3-b]pyridazin-6-yl)oxy)methyl)-7,8-dihydro-1,6-naphthyridin-6(5H)-yl)azetidine-1-carboxylate COC1=CC=2N(N=C1OCC1=NC=3CCN(CC3C=C1)C1N(CC1)C(=O)[O-])C(=NN2)C2=NOC(=C2)C